C[C@H]1CC[C@@H](N(C1)C(C(=O)NC=1C2=C(C=NC1)C=NN2)=O)C=2C=CC1=C(N=C(S1)CC(C)N1CCCC1)C2 2-((2R,5S)-5-methyl-2-(2-(2-(pyrrolidin-1-yl)propyl)benzo[d]thiazol-5-yl)piperidin-1-yl)-2-oxo-N-(1H-pyrazolo[4,3-c]pyridin-7-yl)acetamide